(3-(2-([1,1'-biphenyl]-4-yl)-6-phenylpyrimidin-4-yl)phenyl)boronic acid C1(=CC=C(C=C1)C1=NC(=CC(=N1)C=1C=C(C=CC1)B(O)O)C1=CC=CC=C1)C1=CC=CC=C1